rac-(1R,3s)-3-methoxycyclopentan-1-amine CO[C@@H]1C[C@@H](CC1)N |r|